OC1=C(C=CC(=C1)OCCO)C(C=CC1=CC(=CC=C1)OC)=O 1-[2-Hydroxy-4-(2-hydroxyethoxy)phenyl]-3-(3-methoxyphenyl)prop-2-en-1-one